FC1=C(C=C(C=C1F)F)B(F)C1=C(C(=CC(=C1)F)F)F bis(2,3,5-trifluorophenyl)fluoroborane